diethyl-2,5-dihydroxyterephthalic acid C(C)C1=C(C(=C(C(=C1C(=O)O)O)CC)C(=O)O)O